(S)-N-(4-Amino-4-oxo-1-phenylbutyl)-8-propoxy-5-(4-(trifluoromethyl)phenyl)-3,4-dihydroisoquinoline-2(1H)-carboxamide NC(CC[C@@H](C1=CC=CC=C1)NC(=O)N1CC2=C(C=CC(=C2CC1)C1=CC=C(C=C1)C(F)(F)F)OCCC)=O